BrC1=CC(=CC(=N1)C(=O)NC)C(=O)N[C@@H]1[C@H](C1)C 6-bromo-N2-methyl-N4-((1S,2S)-2-methylcyclopropyl)pyridine-2,4-dicarboxamide